[K+].C(CCC)S(=O)(=O)[O-] butane-1-sulfonate potassium